N1(CCCC1)C(=O)ON(CC1=CC=C(C=C1)N)C(=O)OCC1C2=CC=CC=C2C=2C=CC=CC12 ((((9H-fluoren-9-yl) methoxy) carbonyl) (4-aminobenzyl) amino) pyrrolidine-1-carboxylate